C1N(CCC2=CC=CC=C12)C[C@H](CN1CC(OC2=C(C1)C=CC(=C2)C(=O)N2C(COCC2C)C)(C)C)O 4-[(2R)-3-(3,4-dihydro-1H-isoquinolin-2-yl)-2-hydroxy-propyl]-8-(3,5-dimethylmorpholine-4-carbonyl)-2,2-dimethyl-3H-1,4-benzoxazepin